N1=CC(=CC=C1)C1=CC=CN1 5-(pyridin-3-yl)-1H-pyrrole